N-(3,5-dimethyladamantane-1-yl)-N'-(3-aminopropyl)malonic acid diamide CC12CC3(CC(CC(C1)(C3)C)C2)NC(CC(=O)NCCCN)=O